N-[2-[[4-[[5-[4-(cyanomethoxy)-2,3-difluoro-phenyl]-1-methyl-imidazole-2-carbonyl]amino]-2-methyl-benzoyl]amino]ethyl]piperidine-4-carboxamide C(#N)COC1=C(C(=C(C=C1)C1=CN=C(N1C)C(=O)NC1=CC(=C(C(=O)NCCNC(=O)C2CCNCC2)C=C1)C)F)F